C(C(O)C(=O)O)(=O)O.C(CC(=O)O)(=O)OO hydroxy malonate (tartronate)